COC1(CC1)C(=O)NCC1=CC=C(C=C1)C1=NOC(=N1)C(F)(F)F methoxy-N-[[4-[5-(trifluoromethyl)-1,2,4-oxadiazol-3-yl]phenyl]methyl]cyclopropanecarboxamide